(S)-Methyl 3-(4-(benzyloxy)phenyl)-2-(tert-butoxy-carbonylamino)propanoate C(C1=CC=CC=C1)OC1=CC=C(C=C1)C[C@@H](C(=O)OC)NC(=O)OC(C)(C)C